5-(3,5-dimethoxybenzyl)-10-ethyl-3-(morpholin-4-yl)-5,8,9,10-tetrahydro-6H-pyrido[2,3-e]pyrimido[1,2-c]Pyrimidin-6-one COC=1C=C(CN2C(N3C(C4=C2C=C(C=N4)N4CCOCC4)=NC(CC3)CC)=O)C=C(C1)OC